C(CCC)C1(C=CC=C1)[Zr]C1(C=CC=C1)CCCC bis(1-n-butylcyclopentadienyl)zirconium